5-(1'-((1-(3-(dimethylamino)propyl)-3-(4-(trifluoromethoxy)phenyl)-1H-indol-5-yl)methyl)-[4,4'-bipiperidin]-1-yl)-2-(2,6-dioxopiperidin-3-yl)isoindoline-1,3-dione CN(CCCN1C=C(C2=CC(=CC=C12)CN1CCC(CC1)C1CCN(CC1)C=1C=C2C(N(C(C2=CC1)=O)C1C(NC(CC1)=O)=O)=O)C1=CC=C(C=C1)OC(F)(F)F)C